C(C)(C)(C)OC(=O)N1CC2(C1)CCN(CC2)C(C2=CC=CC=C2)C=2N=NN(N2)C 7-((2-methyl-2H-tetrazol-5-yl)(phenyl)methyl)-2,7-diazaspiro[3.5]nonane-2-carboxylic acid tert-butyl ester